1-behenoyl-2-oleoyl-sn-glycero-3-phosphocholine C(CCCCCCCCCCCCCCCCCCCCC)(=O)OC[C@@H](OC(CCCCCCC\C=C/CCCCCCCC)=O)COP(=O)([O-])OCC[N+](C)(C)C